phenyl-S-triazine C1(=CC=CC=C1)C1=NC=NC=N1